P(=O)([O-])([O-])[O-].[Ti+4].[Mn+2].[Na+] sodium-manganese-titanium phosphate